6-chloro-5-(1-fluorocyclopropyl)-1-(oxan-2-yl)indazol-4-ylboronic acid ClC1=C(C(=C2C=NN(C2=C1)C1OCCCC1)B(O)O)C1(CC1)F